3-(7-fluoro-5-((4-((4'-fluoro-5,5-dimethyl-3,4,5,6-tetrahydro-[1,1'-biphenyl]-2-yl)methyl)piperazin-1-yl)methyl)-1-oxoisoindolin-2-yl)piperidine-2,6-dione FC=1C=C(C=C2CN(C(C12)=O)C1C(NC(CC1)=O)=O)CN1CCN(CC1)CC1=C(CC(CC1)(C)C)C1=CC=C(C=C1)F